C[C@H]1C[C@@]2([C@H](O[C@](C1)(O2)CCCCCCC[C@@H](C[C@@H]3[C@@H]([C@H]([C@H]([C@@](O3)(C[C@@H]([C@@H](C)/C=C/[C@H](CC[C@H]([C@H]([C@@H]4C[C@H]([C@@H]([C@H](O4)C[C@H]([C@@H](C[C@@H]5[C@H]([C@@H]([C@H]([C@@H](O5)C[C@@H](/C=C\\C=C\\C[C@H]([C@@H]([C@@H](C/C=C\\C(=C)CC[C@@H]([C@H]([C@@H]([C@H](C)C[C@@H]6[C@@H]([C@H]([C@@H]([C@H](O6)/C=C\\[C@H]([C@@H](C[C@@H]7C[C@@H]8C[C@H](O7)[C@H](O8)CC[C@@H]9[C@@H](C[C@H](O9)CN)O)O)O)O)O)O)O)O)O)O)O)O)O)O)O)O)O)O)O)O)O)O)O)O)O)O)O)O)O)C[C@@H](C)CCCCC[C@H]([C@@H]([C@@H]([C@H]([C@@H]([C@@H]1[C@H]([C@@H]([C@H]([C@H](O1)C[C@@H]([C@@H](/C(=C/[C@@H](C[C@@H](C)[C@@H](C(=O)N/C=C/C(=O)NCCCO)O)O)/C)O)O)O)O)O)O)O)O)O)O)C The molecule is a polyol marine coelenterate toxin composed of substituted N-3-hydroxypropyl-trans-3-amidoacrylamides and produced by species of Palythoa and Zoanthus soft corals (collectively called zoantharians), either as a defence mechanism or to assist them in capturing prey. An ionophore that forms cation channels through Na+/K+-ATPase, it is a potent vasoconstrictor useful in evaluation of anti-angina agents. It is considered to be one of the most poisonous non-protein substances known, second only to maitotoxin in terms of toxicity in mice. It has a role as a toxin.